tert-Butylstyrol C(C)(C)(C)C=CC1=CC=CC=C1